2-(6-(7,8-dimethyl-[1,2,4]triazolo[1,5-a]pyridin-6-yl)-5-isopropyl-2H,7H-spiro[furo[2,3-b]pyrrolo[3,2-e]pyridine-3,4'-piperidin]-1'-yl)acetamide CC1=C(C=2N(C=C1C1=C(C=3C=C4C(=NC3N1)OCC41CCN(CC1)CC(=O)N)C(C)C)N=CN2)C